N-(2-methyl-3-(4,4,5,5-tetramethyl-1,3,2-dioxaborolan-2-yl)phenyl)acetamide CC1=C(C=CC=C1B1OC(C(O1)(C)C)(C)C)NC(C)=O